C(C)(C)N(P(OCC(C#N)[C@@H]1[C@@H](O[C@H]([C@@H]1F)N1C2=NC=NC(=C2N=C1)NC(C1=CC=CC=C1)=O)COC(C1=CC=CC=C1)(C1=CC=C(C=C1)OC)C1=CC=C(C=C1)OC)[O-])C(C)C (2R,3R,4R,5R)-5-(6-benzoylamino-9H-purin-9-yl)-2-((bis(4-methoxyphenyl) (phenyl) methoxy) methyl)-4-fluorotetrahydrofuran-3-yl-(2-cyanoethyl) diisopropylphosphoramidite